COC1=NC(=NC=C1)P(C)(C)=O 4-methoxypyrimidin-2-yl-dimethylphosphine oxide